COC1=CC=C2CCC=CC2=C1 7-methoxy-3,4-dihydronaphthalene